FCC1=CC(=CC=C1)CF 1,3-bis(fluoromethyl)benzene